N-(5-cyclopropyl-1H-pyrazol-3-yl)-2-(1-(4-methylthiazol-2-yl)-1H-pyrazol-4-yl)propanamide tert-butyl-4-(2-fluoro-4-sulfamoylphenyl)sulfonylpiperidine-1-carboxylate C(C)(C)(C)OC(=O)N1CCC(CC1)S(=O)(=O)C1=C(C=C(C=C1)S(N)(=O)=O)F.C1(CC1)C1=CC(=NN1)NC(C(C)C=1C=NN(C1)C=1SC=C(N1)C)=O